COC1=NC(=NN2C1=C(C=C2)C2=CC=1N(C=C2)N=CC1)NC1CCN(CC1)S(=O)(=O)C 4-methoxy-N-(1-(methylsulfonyl)piperidin-4-yl)-5-(pyrazolo[1,5-a]pyridin-5-yl)pyrrolo[2,1-f][1,2,4]triazin-2-amine